C(C)OC(=O)C=1C(N(N=C(C1)C)CCC(=O)N(C)C)=O 2-[3-(dimethylamino)-3-oxo-propyl]-6-methyl-3-oxo-pyridazine-4-carboxylic acid ethyl ester